The molecule is a polycyclic ether that is produced by several species of dinoflagellates, and is known to accumulate in both marine sponges and shellfish. A polyketide, polyether derivative of a C38 fatty acid, it is one of the primary causes of diarrhetic shellfish poisoning (DSP). It is a potent inhibitor of specific protein phosphatases and is known to have a variety of negative effects on cells. It has a role as a marine metabolite, an EC 3.1.3.16 (phosphoprotein phosphatase) inhibitor and a calcium ionophore. C[C@@H]1CC[C@]2(CCCCO2)O[C@@H]1[C@@H](C)C[C@@H]([C@@H]3C(=C)[C@H]([C@H]4[C@H](O3)CC[C@]5(O4)CC[C@@H](O5)/C=C/[C@@H](C)[C@@H]6CC(=C[C@@]7(O6)[C@@H](CC[C@H](O7)C[C@](C)(C(=O)O)O)O)C)O)O